COC=1C=C(C=CC1OC)C1=NC2=C(N1)C=C(C(=C2)C=2CCN(CC2)C(=O)OC(C)(C)C)C(F)(F)F tert-butyl 4-(2-(3,4-dimethoxyphenyl)-6-(trifluoromethyl)-1H-benzo[d]imidazol-5-yl)-3,6-dihydropyridine-1(2H)-carboxylate